N1=CC=C2N1C=C(C=C2)C=O (pyrazolo[1,5-a]pyridin-6-yl)methanone